butyl (S)-2-(6-chloro-2-((R)-3,3,3-trifluoro-2-hydroxy-2-methylpropanoyl)-1,2,3,4-tetrahydroisoquinolin-8-yl)pyrrolidine-1-carboxylate ClC=1C=C2CCN(CC2=C(C1)[C@H]1N(CCC1)C(=O)OCCCC)C([C@@](C(F)(F)F)(C)O)=O